dodecyldimethylammonio-butyrate C(CCCCCCCCCCC)C(C(=O)[O-])(CC)[NH+](C)C